N1C(=NC2=C1C=C1C(=C2)C=CC=C1)CO 1H-benzo[f]benzimidazol-2-ylmethanol